4-chloro-6-morpholino-pyridine-3-carbaldehyde ClC1=C(C=NC(=C1)N1CCOCC1)C=O